[O-]C(=O)C(F)(F)F.O1CC[N+](CCC1)=C1C=CC=2C(=C1)[Si]1(CCCCC1)C1=C(C2C2=C(C(=O)O)C=CC(=C2)C(=O)O)C=CC(=C1)N1CCOCCC1 2-(3-(1,4-oxazepan-4-ium-4-ylidene)-7-(1,4-oxazepan-4-yl)-3H-spiro[dibenzo[b,e]siline-5,1'-silinan]-10-yl)-4-carboxybenzoate TFA salt